methyl 2-hydroxy-8-methyl-imidazo[1,2-a]pyrazine-6-carboxylate OC=1N=C2N(C=C(N=C2C)C(=O)OC)C1